Cl.N[C@H](C(=O)N1C[C@]2(C[C@H]1C(=O)N)C(NC1=CC=CC=C12)=O)CC1=C(C=C(C(=C1)F)F)F (3R,5'S)-1'-((S)-2-amino-3-(2,4,5-trifluorophenyl)propionyl)-2-oxospiro[indole-3,3'-pyrrolidine]-5'-carboxamide hydrochloride